C(C#C)N(C(=O)[N+]1=CC=CC=C1)S(=O)(=O)C1=CC=C(C)C=C1 N-(prop-2-yn-1-yl)-N-p-toluenesulfonylpyridiniumamide